FC1(CN(C1)C(=O)OC1=CC2=C(CN(C(O2)=O)CC2=C(C(=CC=C2)NS(NC)(=O)=O)F)C=C1)F 3-(2-fluoro-3-((N-methylsulfamoyl)amino)benzyl)-2-oxo-3,4-dihydro-2H-benzo[e][1,3]oxazin-7-yl 3,3-difluoroazetidine-1-carboxylate